C1(CC1)[C@@H](COCCC(=O)N1CCN(CC1)C1=NC=C(C#N)C=C1)NC=1C=NNC(C1C(F)(F)F)=O (S)-6-[4-[3-[2-Cyclopropyl-2-[[6-oxo-5-(trifluoromethyl)-1,6-dihydropyridazin-4-yl]amino]ethoxy]propanoyl]piperazin-1-yl]nicotinonitrile